FC(C=1C=C(C=CC1)CCCNC(C)C1=CC(=CC=C1)OC)(F)F N-(3-(3-(trifluoromethyl)phenyl)propyl)-1-(3-methoxyphenyl)ethylamine